C(C)(C)(C)OC(=O)N1C=CC2=C(C(=CC(=C12)C)C)CCl 4-(chloromethyl)-5,7-dimethyl-1H-indole-1-carboxylic acid tert-butyl ester